1-((5-methoxythiophen-2-yl)methyl)pyridinyl bromide COC1=CC=C(S1)CN1C(C=CC=C1)Br